ClC=1C=C2C=3C=C(C=C(C3NC2=CC1)CCNC(OC(C)(C)C)=O)NC1=NC=C(C(=C1)Cl)Cl tert-Butyl (2-(6-chloro-3-((4,5-dichloropyridin-2-yl)amino)-9H-carbazol-1-yl)ethyl)carbamate